tert-butyl (R)-2-methoxy-4-methyl-6,7-dihydrothiazolo[5,4-c]pyridine-5(4H)-carboxylate COC=1SC=2[C@H](N(CCC2N1)C(=O)OC(C)(C)C)C